The molecule is a dodecanoate ester resulting from the formal condensation of the carboxy group of dodecanoic acid with the hydroxy group of dodecan-1-ol. It derives from a dodecan-1-ol. CCCCCCCCCCCCOC(=O)CCCCCCCCCCC